2-[4-benzyloxy-5-methyl-2-(trifluoromethyl)phenyl]-2-methyl-propan-1-ol C(C1=CC=CC=C1)OC1=CC(=C(C=C1C)C(CO)(C)C)C(F)(F)F